C1(CC1)C1=NC=NC(=C1C1=CC2=C(C=N1)NC(N2CC2=CC=C(C=C2)C=2N(C=C(N2)C(F)(F)F)CC)=O)OC 6-(4-Cyclopropyl-6-methoxypyrimidin-5-yl)-1-(4-(1-ethyl-4-(trifluoromethyl)-1H-imidazol-2-yl)benzyl)-1,3-dihydro-2H-imidazo[4,5-c]pyridin-2-one